O=C1NC(CCC1N1C(C2=CC=C(C=C2C1)[C@@]1(CC(N(CC1)C(=O)OC(C)(C)C)(C)C)O)=O)=O tert-butyl (4R)-4-(2-(2,6-dioxopiperidin-3-yl)-1-oxoisoindolin-5-yl)-4-hydroxy-2,2-dimethylpiperidine-1-carboxylate